t-butyl (3-aminophenyl)carbamate NC=1C=C(C=CC1)NC(OC(C)(C)C)=O